(3R)-N-cyclobutyl-1-[6-[[4-(6-methoxy-1H-indazol-4-yl)triazol-1-yl]methyl]pyridazin-3-yl]piperidin-3-amine C1(CCC1)N[C@H]1CN(CCC1)C=1N=NC(=CC1)CN1N=NC(=C1)C1=C2C=NNC2=CC(=C1)OC